C(=O)C1=NC(=CC=C1)OC formyl-6-methoxypyridin